IC1=C(C=CC(=C1)[N+](=O)[O-])C1=CC(=CC=C1)C(=O)N1CC(CC1)NC(OC(C)(C)C)=O tert-butyl (1-(2'-iodo-4'-nitro-[1,1'-biphenyl]-3-carbonyl)pyrrolidin-3-yl)carbamate